N-(2-aminoethyl)-4-[2-chloro-4-[[3-[3-(trifluoromethyl)-1H-pyrazol-4-yl]imidazo[1,2-a]pyrazin-8-yl]amino]benzoyl]piperazine-1-carboxamide NCCNC(=O)N1CCN(CC1)C(C1=C(C=C(C=C1)NC=1C=2N(C=CN1)C(=CN2)C=2C(=NNC2)C(F)(F)F)Cl)=O